3-(5-(difluoromethyl)-1,3,4-thiadiazol-2-yl)-N-(1S,2R)-(1,2-dimethylcyclopropyl)-8-((3S,5S)-3,5-dimethylpiperazin-1-yl)indolizine-6-sulfonamide FC(C1=NN=C(S1)C1=CC=C2C(=CC(=CN12)S(=O)(=O)N[C@@]1([C@@H](C1)C)C)N1C[C@@H](N[C@H](C1)C)C)F